3-((4-(1-(6-aminocaproyl)piperidin-4-yl)phenyl)amino)piperidine-2,6-dione NCCCCCC(=O)N1CCC(CC1)C1=CC=C(C=C1)NC1C(NC(CC1)=O)=O